C(C)O[C@H]1O[C@H]([C@@H]([C@H]([C@@H]1O)O)O)COCC1=CC=C(C=C1)O (2S,3S,4R,5R,6S)-2-ethoxy-6-(((4-hydroxybenzyl)oxy)methyl)tetrahydro-2H-pyran-3,4,5-triol